(S)-3,4-dihydroxybutanoic acid methyl ester COC(C[C@@H](CO)O)=O